vinyl caprate (n-decanoate) C(CCCCCCCCC)(=O)O.O(C(=O)CCCCCCCCC)C=C